CO[C@H](C[C@H](C(C)C)NC)C=1SC=C(N1)C(=O)N[C@H](C[C@@H](C(=O)OCC=C)C)CC1=CC=CC=C1 (2S,4R)-allyl 4-(2-((1R,3R)-1-methoxy-4-methyl-3-(methylamino)pentyl)thiazole-4-carboxamido)-2-methyl-5-phenylpentanoate